COC1=CC=C2C=3C=CC=CC3NC2=C1 7-methoxy-9H-carbazole